5-(5,7-dimethyl-6-oxo-imidazo[4,5-c]pyridazin-3-yl)-1H-pyrimidine-2,4-dione CN1C(N(C=2N=NC(=CC21)C=2C(NC(NC2)=O)=O)C)=O